5-amino-3-[6-[2-[[3-(1,1-dimethylpropyl)isoxazol-5-yl]amino]-1-methyl-2-oxo-ethyl]-3-pyridinyl]-1-isopropyl-pyrazole-4-carboxamide NC1=C(C(=NN1C(C)C)C=1C=NC(=CC1)C(C(=O)NC1=CC(=NO1)C(CC)(C)C)C)C(=O)N